C(CCCCCCCC(=O)OCC(COC(CCCN(C)C)=O)COC(CCCCCC(=O)OC(CCCCCCCC)CCCCCCCC)=O)(=O)OCCCCCCCCCC 1-decyl 9-(3-((4-(dimethylamino) butanoyl) oxy)-2-(((7-(heptadecan-9-yloxy)-7-oxoheptanoyl) oxy) methyl) propyl) nonanedioate